N-(5-hydroxypentyl)-5-[4-(trifluoromethyl)phenyl]naphthalene-2-carboxamide OCCCCCNC(=O)C1=CC2=CC=CC(=C2C=C1)C1=CC=C(C=C1)C(F)(F)F